OCC1=C(N(C2=CC=CC=C12)C1CCN(CC1)[C@@H]1CC[C@@H](CC1)C(C)C)CNC(OCC1=CC=CC=C1)=O benzyl ((3-(hydroxymethyl)-1-(1-(cis-4-isopropylcyclohexyl) piperidin-4-yl)-1H-indol-2-yl)methyl)carbamate